C1(=CC=CC=C1)C(C(=O)O)(CCBr)C1=CC=CC=C1 2,2-diphenyl-4-bromobutyric acid